(1,1-difluoro-2-methylpropan-2-yl)malonic acid diethyl ester C(C)OC(C(C(=O)OCC)C(C(F)F)(C)C)=O